[O-2].[Ca+2].[In+3] indium calcium oxide